1-(4-(2-chloroacetyl)phenyl)-3-(5-(tert-butyl)isoxazol-3-yl)urea ClCC(=O)C1=CC=C(C=C1)NC(=O)NC1=NOC(=C1)C(C)(C)C